6,7-dimethyl-9-(4-(1-methyl-4-(trifluoromethyl)-1H-imidazol-2-yl)benzyl)-2-phenyl-7,9-dihydro-8H-purin-8-imine CC1=C2N(C(N(C2=NC(=N1)C1=CC=CC=C1)CC1=CC=C(C=C1)C=1N(C=C(N1)C(F)(F)F)C)=N)C